The molecule is an apo carotenoid sesquiterpenoid that is phaseic acid in which the keto group has been reduced to the corresponding alcohol such that the two hydroxy groups are on opposite sides of the 6-membered ring. It has a role as a metabolite. It is a 6-hydroxy monocarboxylic acid, a cyclic ether, a tertiary alcohol, a secondary alcohol, an apo carotenoid sesquiterpenoid and an alpha,beta-unsaturated monocarboxylic acid. It derives from a phaseic acid. C/C(=C/C(=O)O)/C=C/[C@@]1([C@@]2(C[C@@H](C[C@]1(OC2)C)O)C)O